ClC1=CC=C(C=C1)N1CC(CC1)N(C)CC 1-(4-chlorophenyl)-N-ethyl-N-methylpyrrolidin-3-amine